tert-butyl 4-(2-fluoro-3-formylphenyl)piperazin-1-carboxylate FC1=C(C=CC=C1C=O)N1CCN(CC1)C(=O)OC(C)(C)C